dimethylsilyl-(2,7-di-t-butylfluorenyl)-t-butylamino-dimethyl-zirconium C[SiH](C)C[Zr](C)(NC(C)(C)C)C1=C(C=CC=2C3=CC=C(C=C3CC12)C(C)(C)C)C(C)(C)C